C(C1=CC=CC=C1)OC1=CC2=CC=CC=C2C=C1 2-(benzyloxy)naphthalene